NCC(CC)=C1CN(C1)C1=NC(=NC=2NC3=C(C=C(C=C3C21)F)NC)OC2=CC=C1CNC(C1=C2)=O 6-((4-(3-(1-aminobutan-2-ylidene)azetidin-1-yl)-6-fluoro-8-(methylamino)-9H-pyrimido[4,5-b]indol-2-yl)oxy)isoindolin-1-one